CN1CCC(CC1)NC1=C2C=C(N(C2=CC=C1)CC(F)(F)F)C#CCNC(NC1=CC=CC=C1)=O 3-(3-{4-[(1-methylpiperidin-4-yl)amino]-1-(2,2,2-trifluoroethyl)-1H-indol-2-yl}prop-2-yn-1-yl)-1-phenylurea